2-[4-(trifluoromethyl)phenyl]acetamide tert-butyl-(3S)-3-((6-(3-chloro-4-hydroxyphenyl)-3-methyl-1-(tetrahydro-2H-pyran-2-yl)-1H-indazol-4-yl)oxy)pyrrolidine-1-carboxylate C(C)(C)(C)OC(=O)N1C[C@H](CC1)OC1=C2C(=NN(C2=CC(=C1)C1=CC(=C(C=C1)O)Cl)C1OCCCC1)C.FC(C1=CC=C(C=C1)CC(=O)N)(F)F